FC(S(=O)(=O)OC1=C(C(=CC(=C1)OCOC)F)F)(F)F 2,3-Difluoro-5-(methoxymethoxy)phenyl trifluoromethanesulfonate